7-bromo-1-(3-chloropropyl)-1H-benzo[d][1,2,3]triazole BrC1=CC=CC2=C1N(N=N2)CCCCl